C1(CC1)[C@H](C)N1C(C2=C(C=C(C=C2C1)C1=CN(C=2N=C(N=C(C21)OC)NC(C)=O)CO)F)=O (S)-N-(5-(2-(1-cyclopropylethyl)-7-fluoro-1-oxoisoindolin-5-yl)-7-(hydroxymethyl)-4-methoxy-7H-pyrrolo[2,3-d]pyrimidin-2-yl)acetamide